C(=O)[O-].C(=O)(O)C[N+](C)(C)CCCCCNC(C1=C(C=C(C=C1)NC=1C=2N(C=CN1)C(=CN2)C=2C(=NN(C2)CC#N)C(F)(F)F)CC)=O Carboxymethyl-[5-[[4-[[3-[1-(cyanomethyl)-3-(trifluoromethyl)pyrazol-4-yl]imidazo[1,2-a]pyrazin-8-yl]amino]-2-ethyl-benzoyl]amino]pentyl]-dimethyl-ammonium formate